C[C@]12[C@H]3CC([C@@]4([C@H](CC[C@H]4[C@@H]3C(C[C@@H]2CC(CC1)=O)=O)[C@H](C)CCC(C([Se]C1=CC=CC=C1)[Se]C1=CC=CC=C1)=O)C)=O (5S,8R,9S,10S,13R,14S,17R)-10,13-Dimethyl-17-((R)-5-oxo-6,6-bis(phenylselanyl)hexan-2-yl)dodecahydro-3H-cyclopenta[a]phenanthrene-3,7,12(2H,4H)-trione